C1(=CC=CC=C1)C(CC(=O)[O-])C 3-phenyl-butyrate